NC(C(C)NC(C1=C(C(=CC(=C1)OC(F)(F)F)NS(=O)(=O)C1=C(C(=CC(=C1)Br)Cl)O)O)=O)=O N-(1-Amino-1-oxopropan-2-yl)-3-((5-bromo-3-chloro-2-hydroxyphenyl)sulfonamido)-2-hydroxy-5-(trifluoromethoxy)benzamide